C(CCCCC)C(C(=O)NC(CCSCCC(=O)OCCCCCCCCCCCCCCCCCC)C(=O)NCCCN1CCOCC1)CCCCCCCC octadecyl 3-((3-(2-hexyldecanamido)-4-((3-morpholinopropyl)amino)-4-oxobutyl)thio)propanoate